p-nitrophenyl-N-acetyl-β-d-glucosamine CC(=O)N[C@@H]1[C@H]([C@@H]([C@H](O[C@@]1(C2=CC=C(C=C2)[N+](=O)[O-])O)CO)O)O